(2-((9,9-dimethyl-9H-fluoren-2-yl)(9,9-dimethyl-9H-fluoren-4-yl)amino)phenyl)phosphonic acid CC1(C2=CC=CC=C2C=2C=CC(=CC12)N(C1=C(C=CC=C1)P(O)(O)=O)C1=CC=CC=2C(C3=CC=CC=C3C12)(C)C)C